C(CCC(=O)[O-])(=O)[O-].C(CN)N.[Na+].[Na+].[Na+] trisodium ethylenediamine succinate